Tetrahydro-2H-pyran-3-ylacetic acid O1CC(CCC1)CC(=O)O